COS(=O)(=O)[O-].CN1C(=[N+](C=C1)C)C 1,2,3-trimethylimidazolium methylsulfate